COC1=C(C(=O)P(CC(CC(C)(C)C)C)(C(C2=C(C=CC=C2OC)OC)=O)=O)C(=CC=C1)OC Bis(2,6-dimethoxybenzoyl)-2,4,4-trimethylpentylphosphin oxid